CC1=C(C=C(C=C1)C)NC(=O)NC1=C(N(C2=CC=CC=C12)C1=CC=C(C=C1)O)C(=C)C 1-(2,5-dimethylphenyl)-3-(1-(4-hydroxyphenyl)-2-(prop-1-en-2-yl)-1H-indol-3-yl)urea